C1(CC1)C(=O)NC1=NC=CC(=C1)OC1=C(C=C(C=C1)NC(=O)C1=NC=2N(C(=C1)C1=CC=C(C=C1)C(F)(F)F)N=CC2)F N-{4-[2-(cyclopropanecarboxamido)pyridine-4-oxy]-3-fluorophenyl}-7-(4-trifluoromethylphenyl)pyrazolo[1,5-a]pyrimidine-5-carboxamide